C(C)OC(=O)C=1C(=NC(=NC1)Cl)NC1=CC(=CC=C1)NC(=O)OC(C)(C)C 4-((3-((tert-butoxycarbonyl)amino)phenyl)amino)-2-chloropyrimidine-5-carboxylic acid ethyl ester